hydroxy-methyl-but-2-enol pyrophosphate OP(O)(=O)OP(=O)(O)O.OC(C=CC)(O)C